(2R)-2-(6-benzyloxy-5-methyl-3-pyridyl)tetrahydropyran-4-one C(C1=CC=CC=C1)OC1=C(C=C(C=N1)[C@@H]1OCCC(C1)=O)C